acetonide bromide [Br-].[CH2-]C(=O)C